CN1C=2N(C3=CC=C(C=C3C1=O)C)C=NC2C=2C=CC=1N(C2)N=CC1 4,7-dimethyl-3-(pyrazolo[1,5-a]pyridin-6-yl)imidazo[1,5-a]quinazolin-5(4H)-one